(4-chloro-6-methylfuro[2,3-d]pyrimidin-5-yl)(4-phenylpiperazin-1-yl)methanone ClC=1C2=C(N=CN1)OC(=C2C(=O)N2CCN(CC2)C2=CC=CC=C2)C